1-{2-[(2-amino-2-oxoethyl)(methyl)amino]ethyl}-4-[3-(1-ethyl-3-methyl-1H-pyrazol-5-yl)-1H-1,2,4-triazol-5-yl]-1H-indazole-6-carboxamide NC(CN(CCN1N=CC2=C(C=C(C=C12)C(=O)N)C1=NC(=NN1)C1=CC(=NN1CC)C)C)=O